CC(C(C)NCCCCCN)(C)C N-(3,3-dimethylbutan-2-yl)pentane-1,5-diamine